The molecule is an N-acetylphosphinatothricinate(2-) obtained by deprotonation of carboxylic acid and phosphinate functions of N-acetyl-L-phosphinothricin; major species at pH 7.3. It is a conjugate base of a N-acetyl-L-phosphinothricin. CC(=O)N[C@@H](CCP(=O)(C)[O-])C(=O)[O-]